C1(=CC=CC=C1)C1=C2C=CC=CC2=C(C2=CC=CC=C12)C1=CC=C(C=C1)Br 10-phenyl-9-(4-bromophenyl)anthracene